biquinoline-4,4'-dicarboxylic acid sodium salt [Na+].N1=C(C=C(C2=CC=CC=C12)C(=O)[O-])C1=NC2=CC=CC=C2C(=C1)C(=O)[O-].[Na+]